(S)-4-(5-(3-((2-((S)-3-carboxybutanoyl)-6-methoxybenzo[b]thiophen-5-yl)oxy)propoxy)-7-chloro-4-fluoro-6-methoxyisoindolin-2-yl)-2-methyl-4-oxobutanoic acid C(=O)(O)[C@H](CC(=O)C1=CC2=C(S1)C=C(C(=C2)OCCCOC=2C(=C1CN(CC1=C(C2OC)Cl)C(C[C@@H](C(=O)O)C)=O)F)OC)C